NCC1CCC(CC1)C(=O)N[C@@H](CCCNC(N)=O)C(=O)NCCCC[C@H](NC(N[C@@H](CCC(=O)O)C(=O)O)=O)C(=O)O N6-{N2-[(1r,4S)-4-(aminomethyl)cyclohexane-1-carbonyl]-N5-carbamoyl-L-ornithyl}-N2-{[(1S)-1,3-dicarboxypropyl]carbamoyl}-L-lysine